C(C=C)(=O)OCCCCCCCCCCCCCCCCCCCCCCCCCCCCCCCCCCCCCCCC tetracontyl acrylate